N1CCC(CC1)C#CC1=CC=C(C=C1)C1C(NC(CC1)=O)=O 3-(4-(piperidin-4-ylethynyl)phenyl)piperidine-2,6-dione